5-Amino-6-(3-(benzyloxy)-2,6-dimethylphenyl)-2-(2,2-difluoroethyl)-3-(trifluoromethyl)-2,6-dihydropyrrolo[2,3-C]pyrazole-4-carbonitrile NC1=C(C=2C(=NN(C2C(F)(F)F)CC(F)F)N1C1=C(C(=CC=C1C)OCC1=CC=CC=C1)C)C#N